C(N)(O[C@@H](CC=C)C1=CC(=CC=C1)Br)=O (S)-(1-(3-bromophenyl) but-3-en-1-yl) carbamate